CC=1C(=CSC1C)C(=O)N 4,5-dimethylthiophene-3-carboxamide